propylcyclopentadienyl-(1,7-dimethylindenyl)zirconium dichloride [Cl-].[Cl-].C(CC)[Zr+2](C=1C(C2=C(C=CC=C2C1)C)C)C1C=CC=C1